(3S)-3-((2S)-2-(((2-(3-chlorophenyl)-2,2-difluoro-1-phenylethoxy) carbonyl)amino)-5,5-difluoro pentanamido)-1-(cyclopropylamino)-1-oxo-4-((S)-2-oxopyrrolidin-3-yl)butan-2-yl acetate C(C)(=O)OC(C(=O)NC1CC1)[C@H](C[C@H]1C(NCC1)=O)NC([C@H](CCC(F)F)NC(=O)OC(C(F)(F)C1=CC(=CC=C1)Cl)C1=CC=CC=C1)=O